BrC=1C=C2C(=CC1)C(NCC21C(C1)F)=O 6-bromo-2'-fluoro-spiro[2,3-dihydroisoquinoline-4,1'-cyclopropane]-1-one